C(C)(C)(C)C1=C(OC2=CC=CC(=N2)S(=O)(=O)NC(=O)C=2C(=NC=CC2)N2C(CC(C2)C)(C)C)C=CC=C1 N-[[6-(2-tert-Butylphenoxy)-2-pyridyl]sulfonyl]-2-(2,2,4-trimethylpyrrolidin-1-yl)pyridin-3-carboxamid